Cl.CC1(C2C(N(C(C12)=O)CC1=CC2=NC=CC(=C2S1)C1=C(C(=CC(=N1)C#N)C)C(=O)N1C[C@H](CC1)N(C)C)=O)C 6-(2-((6,6-dimethyl-2,4-dioxo-3-azabicyclo[3.1.0]hexan-3-yl)methyl)thieno[3,2-b]pyridin-7-yl)-5-((S)-3-(dimethylamino)pyrrolidine-1-carbonyl)-4-methylpicolinonitrile hydrochloride